C(N)(OC(C1=CC(=CC=C1)C(C)(C)OC(N)=O)(C)C)=O tetramethyl-m-xylylene dicarbamate